2-(4-cyclopropyl-6-methoxy-pyrimidin-5-yl)-4-[[4-[5-methoxy-3-(trifluoromethyl)pyrazol-1-yl]phenyl]methoxy]-5-methoxy-pyrimidine C1(CC1)C1=NC=NC(=C1C1=NC=C(C(=N1)OCC1=CC=C(C=C1)N1N=C(C=C1OC)C(F)(F)F)OC)OC